6-(2-methoxypyrimidin-5-yl)-2H-pyrazolo[4,3-c]pyridin COC1=NC=C(C=N1)C1=CC=2C(C=N1)=CNN2